(benzamide) acetate C(C)(=O)O.C(C1=CC=CC=C1)(=O)N